4-((3-(3-chlorophenyl)-3,8-dimethyl-1,5-dioxo-1,2,3,5-tetrahydroimidazo[1,5-a]pyridin-6-yl)amino)-6-((2,4-dimethoxybenzyl)amino)nicotinic acid ethyl ester C(C)OC(C1=CN=C(C=C1NC1=CC(=C2N(C1=O)C(NC2=O)(C)C2=CC(=CC=C2)Cl)C)NCC2=C(C=C(C=C2)OC)OC)=O